(1S,4S)-5-fluoro-4-hydroxy-3,4-dihydro-2H-spiro[naphthalene-1,4'-oxazolidin]-2'-one-4-d FC1=C2[C@@](CC[C@]3(NC(OC3)=O)C2=CC=C1)([2H])O